2-(4-fluorophenyl)-3-(2-methylpyridin-4-yl)-5-(pyridin-3-ylmethyl)-4,5,6,7-tetrahydroPyrazolo[1,5-a]Pyrazine FC1=CC=C(C=C1)C1=NN2C(CN(CC2)CC=2C=NC=CC2)=C1C1=CC(=NC=C1)C